5-chloro-N-(6-chloro-2-pyrazinyl)-2-hydroxybenzoamide ClC=1C=CC(=C(C(=O)NC2=NC(=CN=C2)Cl)C1)O